C1=C(N=CC=2C=CC3=C(C12)CCC3)N 8,9-dihydro-7H-cyclopenta[f]isoquinolin-2-amine